2-[2-(aminomethyl)-3,3-difluoro-allyl]-4-[3-methyl-5-(4-morpholinophenyl)-2-pyridinyl]-1,2,4-triazol-3-one NCC(CN1N=CN(C1=O)C1=NC=C(C=C1C)C1=CC=C(C=C1)N1CCOCC1)=C(F)F